4-chloro-6-(1-fluoro-1-methyl-ethyl)-1,3,5-triazin-2-amine ClC1=NC(=NC(=N1)C(C)(C)F)N